tetraeicosene C=CCCCCCCCCCCCCCCCCCCCCCC